(S)-6-(4-chlorobenzyl)-2-(5-fluoropyridin-2-yl)-9-isopropyl-2,6,9-triazaspiro-[4.5]decane-7,10-dione ClC1=CC=C(CN2[C@]3(CCN(C3)C3=NC=C(C=C3)F)C(N(CC2=O)C(C)C)=O)C=C1